ClC1=NC(=CC(=C1)C1C(C1)(F)F)Cl 2,6-dichloro-4-(2,2-difluorocyclopropyl)pyridine